CN(C1CN(CCC1)[C@@](CC=O)(C=1N(C=CN1)C)O)C (R)-3-(3-(dimethylamino)piperidin-1-yl)-3-hydroxy-3-(1-methyl-1H-imidazol-2-yl)propan-1-one